Cl.BrC1=CC=C(C2=CC(=CC=C12)OC)N 4-bromo-7-methoxynaphthalen-1-amine hydrochloride